C(C)(C)(C)OC(=O)N1CC2CCCC(C1)C2=O 9-oxo-3-azabicyclo[3.3.1]Nonane-3-carboxylic acid tert-butyl ester